O=C1NC(CCC1N1C(=NC2=CC(=CC=C2C1=O)B(O)O)C)=O [3-(2,6-dioxo-3-piperidyl)-2-methyl-4-oxo-quinazolin-7-yl]boronic acid